FC=1C=C(C=CC1OC)S(/C=C/CNC(=O)C1=C2C(=CNC1=O)CCCCC2)(=O)=N N-[(2E)-3-[(3-fluoro-4-methoxyphenyl)(imino)oxo-λ6-sulfanyl]prop-2-en-1-yl]-3-oxo-2H,3H,5H,6H,7H,8H,9H-cyclohepta[c]pyridine-4-carboxamide